FC(CC1=CC=C2C=C(C(=C(C2=C1)F)N1CC(NS1(=O)=O)=O)O)F 5-[7-(2,2-difluoroethyl)-1-fluoro-3-hydroxynaphthalen-2-yl]-1λ6,2,5-thiadiazolidine-1,1,3-trione